1-[3-(4-Bromo-2-methyl-2H-pyrazol-3-yl)-4-methoxy-phenyl]-3-(4-fluoro-3-nitro-phenyl)-urea BrC1=C(N(N=C1)C)C=1C=C(C=CC1OC)NC(=O)NC1=CC(=C(C=C1)F)[N+](=O)[O-]